rac-cis-6-(4-(5-(Trifluoromethyl)pyridin-3-yl)piperidine-1-carbonyl)hexahydro-2H-pyrido[4,3-b][1,4]oxazin-3(4H)-one FC(C=1C=C(C=NC1)C1CCN(CC1)C(=O)N1C[C@@H]2[C@@H](OCC(N2)=O)CC1)(F)F |r|